COC1=CC=C(C=CC2=NC(=NC(=N2)C(Cl)(Cl)Cl)C(Cl)(Cl)Cl)C=C1 2-[(4'-methoxy)styryl]-4,6-bis(trichloromethyl)-1,3,5-triazine